ClC1=CC(=C(C=C1)OC)[N+]#[C-] 4-CHLORO-2-ISOCYANO-1-METHOXY-BENZENE